C(C)(C)(C)OC(=O)N1C(C(CC1)(C)C)=O 3,3-dimethyl-2-oxo-pyrrolidine-1-carboxylic acid tert-butyl ester